3-ethyltetrahydrofuran-2,5-dione C(C)C1C(OC(C1)=O)=O